sodium p-hydroxyphenylbenzoate OC1=CC=C(C=C1)OC(C1=CC=CC=C1)=O.[Na]